1-(4-(hydroxymethyl)-benzyl)-3-(4-(2-(4-meth-oxyphenyl)propan-2-yl)-thiazol-2-yl)urea OCC1=CC=C(CNC(=O)NC=2SC=C(N2)C(C)(C)C2=CC=C(C=C2)OC)C=C1